C(C)(C)(C)OC(=O)C1C2C=CC(C1)C2=O 5-(tert-butoxycarbonyl)-7-oxo-bicyclo[2.2.1]Hept-2-ene